C(C#C)O[C@H]1[C@@H](O[C@@H]([C@H]1O)CO)N1C=NC=2C(N)=NC=NC12 2'-O-propargyl-adenosine